CC(C)(C#CC(=C)C)O 2,5-dimethyl-5-hexen-3-yn-2-ol